NC1COCCC1 3-aminotetrahydro-2H-pyran